6-amino-1,3-dimethyl-uracilE NC1=CC(N(C(N1C)=O)C)=O